7-(but-3-en-1-yl)-6-iodo-4-methoxy-7H-pyrrolo[2,3-d]pyrimidine C(CC=C)N1C(=CC2=C1N=CN=C2OC)I